CC1=CC=C(C=C1)S(=O)(=O)[O-].[Lu+3].CC1=CC=CC(=N1)C1=CC=C(C=C1)CC(=O)NC=1SC(=CN1)C.CC1=CC=C(C=C1)S(=O)(=O)[O-].CC1=CC=C(C=C1)S(=O)(=O)[O-] 2-(4-(6-Methylpyridin-2-yl)phenyl)-N-(5-methylthiazol-2-yl)acetamide lutetium p-toluenesulfonate